4-(3-hydroxy-2-(pyridin-2-yl)-4,5,6,7-tetrahydro-2H-indazol-5-yl)-N-phenylpiperazine-1-carboxamid OC=1N(N=C2CCC(CC12)N1CCN(CC1)C(=O)NC1=CC=CC=C1)C1=NC=CC=C1